N1(CCNCC1)C(CN1N=CC(=C1)C1=NC(=NC(=C1)C(F)(F)F)N1[C@H](CC1)C(F)(F)F)=O 1-piperazin-1-yl-2-[4-[6-(trifluoromethyl)-2-[(2R)-2-(trifluoromethyl)azetidin-1-yl]pyrimidin-4-yl]pyrazol-1-yl]ethanone